2-amino-3-(6,7-dihydro-5H-cyclopenta[b]pyridin-7-yl)propanenitrile NC(C#N)CC1CCC=2C1=NC=CC2